C1(CC1)N1C(NC2=C1C=C(C(=C2)F)F)=O 1-Cyclopropyl-5,6-difluoro-1,3-dihydro-2H-benzo[d]imidazol-2-one